(3R)-4-amino-3-(4-chlorophenyl)butanoic acid NC[C@H](CC(=O)O)C1=CC=C(C=C1)Cl